ClC=1C(=C2C=NNC2=C(C1F)SCC#N)C1=CC=2N(C=C1)N=C(C2)NC(=O)C2C(C2)F N-(5-(5-chloro-7-((cyanomethyl)thio)-6-fluoro-1H-indazol-4-yl)pyrazolo[1,5-a]pyridin-2-yl)-2-fluorocyclopropane-1-carboxamide